methyl 2-(1-(tert-Butoxycarbonyl) piperidin-4-yl)-6-nitroimidazo[1,2-a]pyridine-7-carboxylate C(C)(C)(C)OC(=O)N1CCC(CC1)C=1N=C2N(C=C(C(=C2)C(=O)OC)[N+](=O)[O-])C1